tert-Butyl (2S,4R)-2-((1H-pyrazol-1-yl)methyl)-4-(3-(3-(trifluoromethoxy)phenyl)pyrrolidine-1-carboxamido)pyrrolidine-1-carboxylate N1(N=CC=C1)C[C@H]1N(C[C@@H](C1)NC(=O)N1CC(CC1)C1=CC(=CC=C1)OC(F)(F)F)C(=O)OC(C)(C)C